COC(=O)C1(CC(C1)O)CNC=1C(=NC=C(C1)Br)N (((2-amino-5-bromopyridin-3-yl)amino)methyl)-3-hydroxycyclobutanecarboxylic acid methyl ester